(1R,2S,3S,4R)-3-((7-acetoxy-2-chloropyrrolo[2,1-f][1,2,4]triazin-4-yl)amino)bicyclo[2.2.2]octane-2-carboxylic acid ethyl ester C(C)OC(=O)[C@H]1C2CCC([C@@H]1NC1=NC(=NN3C1=CC=C3OC(C)=O)Cl)CC2